(Z)-N-(4-cyanophenyl)-2,2,2-trifluoroethanecarbohydrazonoyl bromide C(#N)C1=CC=C(C=C1)N\N=C(\CC(F)(F)F)/Br